FC1=C(C=CC(=C1)F)C1=C(C=C2C=NC(N3C2=C1SC(C3)CN(C)C)=O)C(F)(F)F 10-(2,4-difluorophenyl)-2-((dimethylamino)methyl)-9-(trifluoromethyl)-2,3-dihydro-5H-[1,4]thiazino[2,3,4-ij]quinazolin-5-one